Methyleneindene tert-Butyl-2-(3-((tert-butoxycarbonyl)(isopropyl)amino)propanamido)-3-(4-(3,6-dihydro-2H-pyran-4-yl)thiazol-2-yl)-4,5-dihydrothieno[2,3-c]pyridine-6(7H)-carboxylate C(C)(C)(C)OC(=O)N1CC2=C(CC1)C(=C(S2)NC(CCN(C(C)C)C(=O)OC(C)(C)C)=O)C=2SC=C(N2)C=2CCOCC2.C=C2C=CC1=CC=CC=C21